FC(C=1C=C(C=C(C1)C(F)(F)F)NC(=S)N[C@H]1[C@H](CC2=CC=CC=C12)O)(F)F N-[3,5-bis(trifluoromethyl)phenyl]-N'-[(1R,2S)-2,3-dihydro-2-hydroxy-1H-inden-1-yl]thiourea